N1=C(C=CC=C1)N=NC1=C(C=C(C=C1)N(C)C)O 2-(2-pyridylazo)-5-dimethylaminophenol